2-(4-(1-(1-(2-fluoroacryloyl)azetidin-3-yl)-3-(4-(trifluoromethyl)phenyl)-1H-pyrazolo[4,3-b]pyridin-7-yl)-1H-pyrazol-1-yl)-N-(1-methylpiperidin-4-yl)acetamide FC(C(=O)N1CC(C1)N1N=C(C2=NC=CC(=C21)C=2C=NN(C2)CC(=O)NC2CCN(CC2)C)C2=CC=C(C=C2)C(F)(F)F)=C